C(C1=CC=CC=C1)N1CCCN(CCN(CCC1)CC=1C(=C(C(=O)NC(CO)O)C=C(C1)C)O)CC=1C(=C(C(=O)NC(CO)O)C=C(C1)C)O 3,3'-[(8-benzyl-1,4,8-triazacycloundecane-1,4-diyl)bis(methylene)]bis[N-(1,2-dihydroxyethyl)-2-hydroxy-5-methylbenzamide]